(R)-N1-(4-((4-methoxybenzyl)amino)-1-methyl-1H-pyrazolo[4,3-c]pyridin-7-yl)-N2-(1-(pyrimidin-2-yl)ethyl)-N2-((5-(trifluoromethyl)pyridin-2-yl)methyl)oxalamide COC1=CC=C(CNC2=NC=C(C3=C2C=NN3C)NC(C(=O)N(CC3=NC=C(C=C3)C(F)(F)F)[C@H](C)C3=NC=CC=N3)=O)C=C1